ClC1=CC=CC=2N(C([C@H](CCN(C21)CC(OC)OC)NC2=C(C#N)C(=CC(=N2)C)C(F)(F)F)=O)C (S)-2-((7-chloro-6-(2,2-dimethoxyethyl)-1-methyl-2-oxo-1,2,3,4,5,6-hexahydrobenzo[b][1,4]diazocin-3-yl)amino)-6-methyl-4-(trifluoromethyl)nicotinonitrile